OC1=C(C=CC(=C1)C1OC2=CC(=CC(=C2C(C1)=O)O)O)[O-] 2-hydroxy-4-(5,7-dihydroxy-4-oxo-2,3-dihydro-4H-chromen-2-yl)phenolate